NCC=1C=C2C=CN=C(C2=CC1)N 6-aminomethyl-isoquinolin-1-ylamine